O1-[[2,2-dimethyl-5-[[8-(1-methylnonoxy)-8-oxo-octanoyl]oxymethyl]-1,3-dioxan-5-yl]methyl] O8-(1-methylnonyl) octanedioate C(CCCCCCC(=O)OC(CCCCCCCC)C)(=O)OCC1(COC(OC1)(C)C)COC(CCCCCCC(=O)OC(CCCCCCCC)C)=O